C(CCC)[C@H]1CC2=C(NC3=CC=CC=C23)[C@@H](N1C(C#C[Si](C)(C)C)=O)C1=CC=C(C=C1)N1C2COCC1CC2 1-[(1S,3S)-3-butyl-1-(4-{3-oxa-8-azabicyclo[3.2.1]octan-8-yl}phenyl)-1H,2H,3H,4H,9H-pyrido[3,4-b]indol-2-yl]-3-(trimethylsilyl)prop-2-yn-1-one